ClC1(C(C12CCN(CC2)S(=O)(=O)N)C2=NC(=NO2)C2=C(C=C(C=C2)F)C(F)(F)F)Cl 1,1-dichloro-2-{3-[4-fluoro-2-(trifluoromethyl)phenyl]-1,2,4-oxadiazol-5-yl}-6-azaspiro[2.5]octane-6-sulfonamide